O1CCC(CC1)C1=C(SC=C1)NC([O-])=O (3-(tetrahydro-2H-pyran-4-yl)thiophen-2-yl)carbamate